O=C1NC(CCC1NC1=CC=C(C=C1)C1CCN(CC1)C1CCC(CC1)CCCC(=O)OC)=O methyl 4-((1r,4s)-4-(4-(4-((2,6-dioxopiperidin-3-yl)amino)phenyl)piperidin-1-yl)cyclohexyl)butanoate